N-(4-chloro-2,5-difluorophenyl)-1H-pyrrolo[3,2-H]quinoline-3-sulfonamide ClC1=CC(=C(C=C1F)NS(=O)(=O)C1=CNC2=C1C=CC=1C=CC=NC21)F